6-isopropyl-6,7-dihydrothiazolo[4,5-c]Pyridin-2-ol C(C)(C)C1CC2=C(C=N1)N=C(S2)O